CN(CCN1CCOC2=C(C1=O)C=CC(=C2)NS(=O)(=O)C2=CC1=CC=CC=C1C=C2)C N-(4-(2-(dimethylamino)ethyl)-5-oxo-2,3,4,5-tetrahydrobenzo[f][1,4]oxazepin-8-yl)naphthalene-2-sulfonamide